1,4-methylenecyclopent[c]furan C1C2OC=C3C2=CC=C31